FC1=C(C(=CC=C1C(=O)C1=CNC2=NC=C(C=C21)C2=CC=NC=C2)F)NS(=O)(=O)C N-(2,6-difluoro-3-(5-(pyridin-4-yl)-1H-pyrrolo[2,3-b]pyridine-3-carbonyl)phenyl)methanesulfonamide